C(C1=CC=CC=C1)OC(C=1N=C(C2=C(NC3=CC(=CC=C23)C(=O)OC)N1)NCCCN1CCCCC1)C1=CC=CC=C1 methyl 2-((benzyloxy)(phenyl)methyl)-4-((3-(piperidin-1-yl)propyl)amino)-9H-pyrimido[4,5-b]indole-7-carboxylate